C(CS)(=O)OCCOC(CS)=O Ethylene Glycol Bisthioglycolate